C1OCC12CN(C2)C2=NC=CC(=N2)COC2=CC=C(C=C2)C(C)(C)C2=CC=C(OCCCCCCCCOCCCCNC=1C=C3C(N(C(C3=CC1)=O)C1C(NC(CC1)=O)=O)=O)C=C2 5-((4-((8-(4-(2-(4-((2-(2-oxa-6-azaspiro[3.3]heptan-6-yl)pyrimidin-4-yl)methoxy)phenyl)propan-2-yl)phenoxy)octyl)oxy)butyl)amino)-2-(2,6-dioxopiperidin-3-yl)isoindolin-1,3-dione